2-(3-chloropyridin-2-yl)-5-carbonyl-pyrazolidine ClC=1C(=NC=CC1)N1NC(CC1)=C=O